tert-Butyl 4-[[1-[3-[(2-methoxypyrimidin-5-yl)carbamoyl]phenyl]-3-(trifluoromethyl)-4,5,6,7-tetrahydroindazol-7-yl]oxy]benzoate COC1=NC=C(C=N1)NC(=O)C=1C=C(C=CC1)N1N=C(C=2CCCC(C12)OC1=CC=C(C(=O)OC(C)(C)C)C=C1)C(F)(F)F